ethyl 2-(4-(5-(3-((5-cyano-4-(4-fluorophenyl)thiazol-2-yl)(methyl)amino)-2-ethyl imidazo[1,2-a]pyridin-6-yl)pyrimidin-2-yl)piperidin-1-yl)acetate C(#N)C1=C(N=C(S1)N(C1=C(N=C2N1C=C(C=C2)C=2C=NC(=NC2)C2CCN(CC2)CC(=O)OCC)CC)C)C2=CC=C(C=C2)F